(S)-3-amino-5-methyl-7-(((S)-1-methyl-5-oxopyrrolidin-2-yl)methoxy)-2,3-dihydrobenzo[b][1,4]oxazepin-4(5H)-one hydrochloride Cl.N[C@@H]1C(N(C2=C(OC1)C=CC(=C2)OC[C@H]2N(C(CC2)=O)C)C)=O